tert-butyl 8-(4-chlorophenyl)-2-azaspiro[4.4]non-7-ene-2-carboxylate ClC1=CC=C(C=C1)C1=CCC2(CCN(C2)C(=O)OC(C)(C)C)C1